C(CC)N(CCOC1=CC=C(C=C1)B(O)O)CCC (4-[2-(DIPROPYLAMINO)ETHOXY]PHENYL)BORANEDIOL